N1(N=CC=C1)C1=CC=C(C=N1)N1C(N(C2=C(C1=O)C(=C(S2)C2=CC=C(C=C2)NC(=O)NC2CC2)CN(C)C)CC2=C(C=CC=C2F)F)=O 1-(4-(3-(6-(1H-pyrazol-1-yl)pyrid-3-yl)-1-(2,6-difluorobenzyl)-5-((dimethylamino)methyl)-2,4-dioxo-1,2,3,4-tetrahydrothieno[2,3-d]pyrimidin-6-yl)phenyl)-3-cyclopropylurea